ClC=1C(=C(C=CC1N1CCC(CC1)C(F)(F)F)NC1=CC=C(CN2CC(CC2=O)C(=O)N)C=C1)C (4-((3-chloro-2-methyl-4-(4-(trifluoromethyl)piperidin-1-yl)phenyl)amino)benzyl)-5-oxopyrrolidine-3-carboxamide